5,12-dibutyl-3,10-bis(trifluoromethyl)quinolino[2,3-b]acridine-7,14(5H,2H)-dione C(CCC)N1C=2C=C3C(=CC2C(C=2CCC(=CC12)C(F)(F)F)=O)N(C1=CC(=CC=C1C3=O)C(F)(F)F)CCCC